1-[4-(8-[(5-methyl-1H-indazol-4-yl)oxy]-2-{[(3R)-1-methylpyrrolidin-3-yl]methoxy}pyrido[3,4-d]pyrimidin-4-yl)piperazin-1-yl]prop-2-en-1-one CC=1C(=C2C=NNC2=CC1)OC1=NC=CC2=C1N=C(N=C2N2CCN(CC2)C(C=C)=O)OC[C@H]2CN(CC2)C